C(C)(C)(C)OC(NCC(=O)NC1CCN(CC1)C1=NC(=C(C(=C1C#N)CC)C#N)Cl)=O (2-((1-(6-chloro-3,5-dicyano-4-ethylpyridin-2-yl)piperidin-4-yl)amino)-2-oxoethyl)carbamic acid tert-butyl ester